N1C[C@@H](CCCC1)NC(OC(C)(C)C)=O (R)-tert-butyl azepan-3-ylcarbamate